Ethyl (2S)-[(tert-butoxycarbonyl)amino]-3-(3-iodophenyl)propanoate C(C)(C)(C)OC(=O)N[C@H](C(=O)OCC)CC1=CC(=CC=C1)I